NC1=CC(=NN1)C(=O)N 5-amino-1H-pyrazole-3-carboxamide